ClC1=CC=C(OC2=C(C(=C(OCS(=O)(=O)C3=NOC(C3)(C)C)C(=C2F)F)F)F)C=C1 (((4-(4-chlorophenoxy)-2,3,5,6-tetrafluorophenoxy)methyl)sulfonyl)-5,5-dimethyl-4,5-dihydroisoxazole